2-([1,1'-biphenyl]-2-yl)-4-([1,1'-biphenyl]-3-yl)-6-chloro-1,3,5-triazine C1(=C(C=CC=C1)C1=NC(=NC(=N1)C=1C=C(C=CC1)C1=CC=CC=C1)Cl)C1=CC=CC=C1